(R)-3-((tert-butoxycarbonyl)amino)-2-phenylpropionic acid C(C)(C)(C)OC(=O)NC[C@H](C(=O)O)C1=CC=CC=C1